3-[[4-[(2R)-2-(tert-butoxycarbonylamino)-4-methyl-pentoxy]-6-chloro-pyrimidin-2-yl]sulfamoyl]benzoic acid C(C)(C)(C)OC(=O)N[C@@H](COC1=NC(=NC(=C1)Cl)NS(=O)(=O)C=1C=C(C(=O)O)C=CC1)CC(C)C